FC=1C(=NC(=NC1)C1=CN=C(S1)C)N1CCN(CC1)CC1=CC=C(CC=2C=3C4=C(C(N(C4=CC2)C2C(NC(CC2)=O)=O)=O)C=CC3)C=C1 3-(6-(4-((4-(5-fluoro-2-(2-methylthiazol-5-yl)pyrimidin-4-yl)piperazin-1-yl)methyl)benzyl)-2-oxobenzo[cd]indol-1(2H)-yl)piperidine-2,6-dione